N~2~-[trans-1-(ethylcarbamoyl)-2-({[cis-4-(4-fluorophenyl)cyclohexyl]oxy}methyl)piperidin-3-yl]-N~1~,N~1~-dimethylethanediamide C(C)NC(=O)N1[C@H]([C@@H](CCC1)NC(C(=O)N(C)C)=O)CO[C@@H]1CC[C@@H](CC1)C1=CC=C(C=C1)F